3-(4-(1H-pyrazol-4-yl)phenyl)-1-(3,4-difluorobenzyl)-8-oxa-1,3-diazaspiro[4.5]decan-2-one N1N=CC(=C1)C1=CC=C(C=C1)N1C(N(C2(C1)CCOCC2)CC2=CC(=C(C=C2)F)F)=O